C1N(CCC2=CC=CC=C12)C[C@H](CN1CC(OC2=C(C1=O)C=CC(=N2)O[C@H]2CN(CCC2)C)(C)C)O 4-[(2R)-3-(3,4-dihydro-1H-isoquinolin-2-yl)-2-hydroxy-propyl]-2,2-dimethyl-8-[[(3R)-1-methyl-3-piperidyl]oxy]-3H-pyrido[3,2-f][1,4]oxazepin-5-one